COC1=C2C=C(NC2=CC=C1)C(=O)N1CC2(CCC2)C[C@H]1C(=O)N[C@H](C(=O)OC)C[C@H]1C(NCC1)=O methyl (2S)-2-[[(7S)-6-(4-methoxy-1H-indole-2-carbonyl)-6-azaspiro[3.4]octane-7-carbonyl]amino]-3-[(3S)-2-oxopyrrolidin-3-yl]propanoate